[4-(pyridin-2-yl)-1,3-thiazol-2-yl]-1,4-dihydro-1,8-naphthyridine-3-carboxylic acid N1=C(C=CC=C1)C=1N=C(SC1)N1C=C(CC2=CC=CN=C12)C(=O)O